6-(piperidin-1-yl)pyridazine-3-carboxamide N1(CCCCC1)C1=CC=C(N=N1)C(=O)N